COC(C=1C(C(=O)OC)=C(C=CC1)N)=O aminophthalic acid dimethyl ester